(2S,3R)-3-CYCLOPROPYLHEX-5-ENE-2-SULFONAMIDE C1(CC1)[C@H]([C@H](C)S(=O)(=O)N)CC=C